C(#N)C1=C(C=C(C=C1F)C=1C(=NN(C1)C=1C=C(C=CC1)NC(C=C)=O)[N+](=O)[O-])F N-(3-(4-(4-cyano-3,5-difluorophenyl)-3-nitro-1H-pyrazol-1-yl)phenyl)acrylamide